5-chloro-2-[(6-chloro-3-thiomorpholinosulfonyl-4-quinolyl)amino]-4-fluoro-benzoic acid ClC=1C(=CC(=C(C(=O)O)C1)NC1=C(C=NC2=CC=C(C=C12)Cl)S(=O)(=O)N1CCSCC1)F